N-[2-(6,7-dichloro-2,2-dioxo-4,9-dihydro-1H-pyrrolo[3,2-h][2,1,3]benzothiadiazin-3-yl)ethyl]acetamide ClC=1C2=C(C3=C(CN(S(N3)(=O)=O)CCNC(C)=O)C1)NC=C2Cl